(1R,4S)-N,N-dibenzyl-8-bromo-4'-chloro-4-methyl-2'-(methylthio)-3,4,5',8'-tetrahydro-2H-spiro[naphthalene-1,7'-pyrano[4,3-d]pyrimidin]-7-amine C(C1=CC=CC=C1)N(C1=CC=C2[C@H](CC[C@@]3(CC=4N=C(N=C(C4CO3)Cl)SC)C2=C1Br)C)CC1=CC=CC=C1